C12(CC3CC(CC(C1)C3)C2)CC(=O)N2C(C(=CC=3CNCCC23)C(=O)NC\C=C\S(=O)(=O)C2=CC=CC=C2)=O [2-(adamantan-1-yl)acetyl]-N-[(2E)-3-(benzenesulfonyl)prop-2-en-1-yl]-2-oxo-1,2,5,6,7,8-hexahydro-1,6-naphthyridine-3-carboxamide